BrC1=NC(=C(C=C1Br)CBr)C 2,3-dibromo-5-(bromomethyl)-6-methylpyridine